[Co].C(C)(C)(C)C1=C(C(CN(C2C(CCCC2)N)CC=2C(O)=C(C=C(C2)C(C)(C)C)C(C)(C)C)=CC(=C1)C(C)(C)C)O N,N-bis(3,5-di-tert-butylsalicyl)-1,2-diaminocyclohexane cobalt